(4-(2-((2-(2,6-dioxopiperidin-3-yl)-1,3-dioxoisoindol-5-yl)oxy)ethoxycyclohexyl)oxypyridin-3-yl)-5,6,7,8-tetrahydronaphthalene-2-carbonitrile O=C1NC(CCC1N1C(C2=CC=C(C=C2C1=O)OCCOC1(CCCCC1)OC1=C(C=NC=C1)C1=C(C=CC=2CCCCC12)C#N)=O)=O